1-(2-(1,3-dioxolan-2-yl)ethyl)-3-(3-cyanophenyl)-1H-indole-6-carboxylic acid methyl ester COC(=O)C1=CC=C2C(=CN(C2=C1)CCC1OCCO1)C1=CC(=CC=C1)C#N